N1N=CC(=C1)CCNC1=NC(=NC(=C1C)C)C(=O)N1CC(C1)C1=CC=CC=C1 (4-((2-(1H-pyrazol-4-yl)ethyl)amino)-5,6-dimethylpyrimidin-2-yl)(3-phenylazetidin-1-yl)methanone